6-(2,7-dichloro-8-fluoropyrido[4,3-d]pyrimidin-4-yl)-2-oxa-6-azabicyclo[5.1.0]octane-5,5-d2 ClC=1N=C(C2=C(N1)C(=C(N=C2)Cl)F)N2C(CCOC1CC21)([2H])[2H]